7,10-diisopropyl-5,11-dimethyl-6,9,12,17,24,32-hexaoxo-2-oxa-5,8,11,16,25,31,33-heptaazahexatriacontane-15,30,34,36-tetracarboxylic acid C(C)(C)C(C(N(CCOC)C)=O)NC(C(N(C(CCC(NC(CCCCCCC(NCCCCC(NC(NC(CCC(=O)O)C(=O)O)=O)C(=O)O)=O)=O)C(=O)O)=O)C)C(C)C)=O